CC1=C(C=C(C=C1)NC(C1=CC(=NC=C1)C(F)(F)F)=O)C1=CC=C2C(CC3(CCOCC3)OC2=C1)N1CCOCC1 N-(4-methyl-3-(4-morpholinyl-2',3',5',6'-tetrahydrospiro[chromane-2,4'-pyran]-7-yl)phenyl)-2-(trifluoromethyl)isonicotinamide